N-(4-fluoro-3-methyl-phenyl)carbamic acid phenyl ester C1(=CC=CC=C1)OC(NC1=CC(=C(C=C1)F)C)=O